4-methoxy-4-(pyridin-2-ylethynyl)piperidine-1-carboxylic acid tert-butyl ester C(C)(C)(C)OC(=O)N1CCC(CC1)(C#CC1=NC=CC=C1)OC